4-amino-4-(3-oxo-7,10,13-trioxa-4-azahexadec-15-yn-1-yl)-N1,N7-bis(2-(2-(2-(prop-2-yn-1-yloxy)ethoxy)ethoxy)ethyl)heptanediamide NC(CCC(=O)NCCOCCOCCOCC#C)(CCC(=O)NCCOCCOCCOCC#C)CCC(NCCOCCOCCOCC#C)=O